1-[5-(difluoromethoxy)-2-fluoro-phenyl]-3,3-dimethyl-N-[(3S)-3-methyl-1,1-dioxo-thiolan-3-yl]-2-oxo-indoline-5-carboxamide FC(OC=1C=CC(=C(C1)N1C(C(C2=CC(=CC=C12)C(=O)N[C@@]1(CS(CC1)(=O)=O)C)(C)C)=O)F)F